FC1=C(C=C(C=C1)NC(=O)C=1N(C=C2C1OC[C@H]1[C@@H](NS2(=O)=O)CN(C1)C(=O)OCC)C)C (3aR,10aR)-ethyl 8-((4-fluoro-3-methylphenyl)carbamoyl)-7-methyl-3a,4,10,10a-tetrahydro-1H,7H-dipyrrolo[3,4-b:3',4'-f][1,4,5]oxathiazocine-2(3H)-carboxylate 5,5-dioxide